4-(4-(((R)-1-(4-(2-chloro-6-((dimethylamino)methyl)phenyl)thiophen-2-yl)ethyl)amino)-7-Methoxy-2-methylquinazolin-6-yl)cyclohex-3-ene-1-carboxylic acid ClC1=C(C(=CC=C1)CN(C)C)C=1C=C(SC1)[C@@H](C)NC1=NC(=NC2=CC(=C(C=C12)C1=CCC(CC1)C(=O)O)OC)C